dimethyl-(N-butyl)ammonium tetrakis(2,3,4,6-tetrafluorophenyl)borate FC1=C(C(=CC(=C1F)F)F)[B-](C1=C(C(=C(C=C1F)F)F)F)(C1=C(C(=C(C=C1F)F)F)F)C1=C(C(=C(C=C1F)F)F)F.C[NH+](CCCC)C